COC(=O)C1CC2=CC(=C(C=C2C1)Br)OCC(OC)OC.CC(CCCCCCC[NH+](CCCCCCCC)CCCCCCCC)(C)C tri-methyl-trioctyl-ammonium methyl-5-bromo-6-(2,2-dimethoxyethoxy)-2,3-dihydro-1H-indene-2-carboxylate